Ethyl 3-(5-bromo-6-cyano-1H-indazol-3-yl)propanoate BrC=1C=C2C(=NNC2=CC1C#N)CCC(=O)OCC